BrC1=CC=C(C=C1)S(=O)(=O)N1C[C@@H]([C@@H](CC1)NC1=CC=C(C=C1)C(F)(F)F)O (3S,4R)-1-((4-bromophenyl)sulfonyl)-4-((4-(trifluoromethyl)phenyl)amino)piperidin-3-ol